N1(C=NC=C1)C1=NC=CC(=N1)C(=O)NC1=C(C=CC=C1)OC 2-(1H-imidazol-1-yl)-N-(2-methoxyphenyl)pyrimidine-4-carboxamide